F[C@@H]1[C@@H]2CC[C@H](C[C@H]1OC1=CC=C(N=N1)C1=C(C=C(C=C1)C=1C=NNC1)O)N2 2-(6-(((1s,2r,3r,5r)-2-fluoro-8-azabicyclo[3.2.1]oct-3-yl)oxy)pyridazin-3-yl)-5-(1H-pyrazol-4-yl)phenol